C1(CC1)CN1CC2=C(CC1)SC(=C2)C=2C=C(C(=C(C2)C(=O)C2(OC2)C)O)OC (5-(5-(cyclopropylmethyl)-4,5,6,7-tetrahydrothieno[3,2-c]pyridin-2-yl)-2-hydroxy-3-methoxyphenyl)(2-methyloxiran-2-yl)methanone